Phenylethoxycarbene Tungsten C1(=CC=CC=C1)CCOC=[W]